N1(CCCC1)C=1C=C(C(N2CCN(CC2)C(=O)N2N=C(C=C2)C(=O)OC(C)(C)C)C(F)(F)F)C=CC1 t-butyl 1-(4-(3-(pyrrolidin-1-yl) (trifluoromethyl)benzyl)piperazine-1-carbonyl)-1H-pyrazole-3-carboxylate